ClC1=NC=C2C=CC(=NC2=C1)NC1(CCN(CC1)C(=O)OC(C)(C)C)C tert-butyl 4-[(7-chloro-1,6-naphthyridin-2-yl)amino]-4-methylpiperidine-1-carboxylate